O1CCN(CC1)C=1OC=2C(=NC(=C(C2)[N+](=O)[O-])N2C[C@@H](CCC2)O)N1 (R)-1-(2-morpholino-6-nitrooxazolo[4,5-b]pyridin-5-yl)piperidin-3-ol